1-hexyl-2,3-dimethyl-imidazole perchlorate Cl(=O)(=O)(=O)O.C(CCCCC)N1C(N(C=C1)C)C